(2R)-3-(((2,3-bis((3-(benzyl(tert-butoxycarbonyl)amino)propanoyl)oxy)propoxy)-(hydroxy)phosphoryl)oxy)propane-1,2-diyl ditetradecanoate C(CCCCCCCCCCCCC)(=O)OC[C@H](COP(=O)(O)OCC(COC(CCN(C(=O)OC(C)(C)C)CC1=CC=CC=C1)=O)OC(CCN(C(=O)OC(C)(C)C)CC1=CC=CC=C1)=O)OC(CCCCCCCCCCCCC)=O